O1CCOC12CCN(CC2)C=2C=C(NC)C=CC2 3-(1,4-dioxa-8-azaspiro[4.5]decan-8-yl)-N-methyl-aniline